CN1C(=NC=C1C=1C=NC=NC1)C1CCOCC1 5-(1-methyl-2-(tetrahydro-2H-pyran-4-yl)-1H-imidazol-5-yl)pyrimidine